CC(CCOC=1C=C(C=CC1)O)CCC=C(CC)C 3-((3,7-dimethylnon-6-en-1-yl)oxy)phenol